(3-bromo-4-(methoxymethyl)phenyl)methanol BrC=1C=C(C=CC1COC)CO